1,5-anhydro-2,3-dideoxy-3-(((7-(3-fluoro-4-(((2S)-tetrahydrofuran-2-ylmethyl)carbamoyl)benzyl)-4-methoxy-2,3-dihydro-1H-inden-5-yl)carbonyl)amino)-L-threo-pentitol FC=1C=C(CC=2C=C(C(=C3CCCC23)OC)C(=O)N[C@H]2CCOC[C@@H]2O)C=CC1C(NC[C@H]1OCCC1)=O